1-Methoxy-6,6,9-trimethyl-3-(2-methylbutan-2-yl)-6a,7,10,10a-tetrahydrobenzo[c]chromene COC1=C2C3C(C(OC2=CC(=C1)C(C)(CC)C)(C)C)CC=C(C3)C